tert-butyl 3-(3-amino-6-(2-hydroxyphenyl)pyridazin-4-yl)pyrrolidine-1-carboxylate NC=1N=NC(=CC1C1CN(CC1)C(=O)OC(C)(C)C)C1=C(C=CC=C1)O